N-acetyl-thyroxine-d C(C)(=O)N[C@@H](CC1=CC(I)=C(C(I)=C1)OC1=CC(I)=C(C(I)=C1)O)C(=O)O[2H]